C(C)C1=C(C=CC=C1)NC1=C(NC2=C1C(NCC2)=O)C2=C(C=NC=C2)OC[C@H]2NCCC2 3-[(2-ethylphenyl)amino]-2-{3-[(2S)-pyrrolidin-2-ylmethoxy]pyridin-4-yl}-1H,5H,6H,7H-pyrrolo[3,2-c]pyridin-4-one